NC1=C(C(=O)OC)C=CC(=C1)OCCC=C methyl 2-amino-4-(but-3-en-1-yloxy)benzoate